C(C)C1=CC=C(C=C1)CC=1C(=NNC1C)O[C@H]1[C@H](O)[C@@H](O)[C@H](O)[C@H](O1)CO 4-[(4-ethylphenyl)methyl]-3-(β-D-glucopyranosyloxy)-5-methyl-1H-pyrazole